((2R,3S,4R,5R)-5-(4-benzamidopyrrolo[2,1-f][1,2,4]triazin-7-yl)-5-cyano-3,4-dihydroxytetrahydrofuran-2-yl)methyl 3-methylbutanoate CC(CC(=O)OC[C@H]1O[C@@]([C@@H]([C@@H]1O)O)(C#N)C1=CC=C2C(=NC=NN21)NC(C2=CC=CC=C2)=O)C